OCC(C[C@H](N)C(=O)O)CO 5,5'-Dihydroxyleucine